C(=O)C=1N=C(SC1)C1CCN(CC1)C(CN1N=C(C=C1C(F)F)C(F)F)=O 4-(4-formyl-2-thiazolyl)-1-[2-[3,5-bis(difluoromethyl)-1H-pyrazol-1-yl]acetyl]piperidine